C(C)OCCN(C(CN1CCN(CCN(CCN(CC1)CC(=O)[O-])CC(=O)[O-])CC(=O)[O-])=O)CC(=O)OC1=CC=C(C=C1)[N+](=O)[O-].[Gd+3] Gadolinium 2,2',2''-[10-(2-{(2-ethoxyethyl)[2-(4-nitrophenoxy)-2-oxoethyl]amino}-2-oxo-ethyl)-1,4,7,10-tetraazacyclododecane-1,4,7-triyl]triacetate